1-(piperidin-4-ylsulfonyl)-4-(5-(trifluoromethyl)pyridin-3-yl)piperazine dihydrochloride Cl.Cl.N1CCC(CC1)S(=O)(=O)N1CCN(CC1)C=1C=NC=C(C1)C(F)(F)F